OC1(CCN(CC1)C(=O)NC1=NC2=C(N1)C(=CC=C2OC)C=2C=NN(C2)C2CCN(CC2)C(=O)OC(C)(C)C)C tert-butyl 4-(4-{2-[(4-hydroxy-4-methylpiperidine-1-carbonyl)amino]-4-methoxy-1H-1,3-benzodiazol-7-yl}-1H-pyrazol-1-yl)piperidine-1-carboxylate